NC=1C=2N(C=C(N1)C1=C(C#N)C=CC=C1)N=C(C2)Cl (4-amino-2-chloropyrazolo[1,5-a]pyrazin-6-yl)benzonitrile